ClC1=C(C=C(C=C1)F)C1=NC(C2=CC(=CC(=C12)NC(C1=CC(=CC(=C1)C(F)(F)F)F)=O)NS(=O)(=O)C1CCCC1)=O N-(3-(2-chloro-5-fluorophenyl)-6-(cyclopentanesulfonylamino)-1-oxoisoindol-4-yl)-3-fluoro-5-(trifluoromethyl)benzamide